2-butyl-4-(3-methoxy-4-((1-(piperidin-4-ylmethyl)piperidin-4-yl)oxy)phenyl)-2,7-naphthyridin-1(2H)-one TFA salt OC(=O)C(F)(F)F.C(CCC)N1C(C2=CN=CC=C2C(=C1)C1=CC(=C(C=C1)OC1CCN(CC1)CC1CCNCC1)OC)=O